NC=1N=C(C2=C(N1)C(=CS2)Br)C=2N=NN(C2)CC=2C=C(C=CC2)C(C)(C)O 2-(3-((4-(2-amino-7-bromothieno[3,2-d]pyrimidin-4-yl)-1H-1,2,3-triazol-1-yl)methyl)phenyl)propan-2-ol